tert-butyl (3S)-3-(1-(tert-butoxy)-2-fluoro-3-(3-formylphenyl)-1-oxopropan-2-yl)pyrrolidine-1-carboxylate C(C)(C)(C)OC(C(CC1=CC(=CC=C1)C=O)(F)[C@@H]1CN(CC1)C(=O)OC(C)(C)C)=O